1-tert-butyl-N-[3-(7-{[(3S,4R)-3-fluoro-1-methylpiperidin-4-yl]amino}-3-(2,2,2-trifluoroethyl)pyrazolo[1,5-a]pyridin-2-yl)prop-2-yn-1-yl]-1H-1,2,3-triazole-4-carboxamide C(C)(C)(C)N1N=NC(=C1)C(=O)NCC#CC1=NN2C(C=CC=C2N[C@H]2[C@H](CN(CC2)C)F)=C1CC(F)(F)F